C(C)N1\C(\NC2=C1C=CC=C2)=N\C(C2=CC(C(=O)NC)=CC=C2)=O (E)-N1-(1-Ethyl-1,3-dihydro-2H-benzo[d]imidazol-2-ylidene)-N3-methylisophthalamide